trimethylpropylammonium C[N+](CCC)(C)C